Iron Hexafluorophosphate F[P-](F)(F)(F)(F)F.[Fe+2].F[P-](F)(F)(F)(F)F